1-[(1S)-7-chloro-8-hydroxy-1-methyl-1,3-dihydropyrrolo[3,4-c]quinolin-2-yl]-2-[(4-methoxyphenyl)methoxy]ethanone ClC=1C(=CC=2C3=C(C=NC2C1)CN([C@H]3C)C(COCC3=CC=C(C=C3)OC)=O)O